2-(7-azabicyclo[2.2.1]heptane-7-yl)-6-chloro-N,N-dimethylisonicotinamide C12CCC(CC1)N2C=2C=C(C(=O)N(C)C)C=C(N2)Cl